OC(CN(CCN(CCN1CCN(CC1)CCN(CC(CCCCCCCCCC)O)CC(CCCCCCCCCC)O)CC(CCCCCCCCCC)O)CC(CCCCCCCCCC)O)CCCCCCCCCC 1,1'-(2-(4-(2-((2-(bis(2-hydroxydodecyl)amino)ethyl)(2-hydroxydodecyl)amino)ethyl)piperazin-1-yl)ethylazanediyl)di-dodecan-2-ol